CN(C=1N=CC2=CC=CC(=C2C1)C1=NN(C2=C(C=CC=C12)C)C=1C=CC(=NC1)N1CCC(CC1)C(=O)OCC)C ethyl 1-(5-{3-[3-(dimethyl-amino)isoquinolin-5-yl]-7-methyl-1H-indazol-1-yl}pyridin-2-yl)piperidine-4-carboxylate